2-(3-formyl-5-(trifluoromethoxy)phenyl)acetonitrile C(=O)C=1C=C(C=C(C1)OC(F)(F)F)CC#N